2-methylfuran-3-carboxamide CC=1OC=CC1C(=O)N